C1(CC1)C1=C2N(C(N(C2=NC(=N1)C1=C(C=CC=C1)C(C)C)CC1=CC=C(C=C1)C=1N(C=C(N1)C(F)(F)F)C)=N)C 6-cyclopropyl-2-(2-isopropylphenyl)-7-methyl-9-(4-(1-methyl-4-(trifluoromethyl)-1H-imidazol-2-yl)benzyl)-7,9-dihydro-8H-purin-8-imine